FC1=CC=C(C=C1)C1=C(C=C2CNC(C2=C1)=O)OC1CN(C1)C(=O)C=1SC=CC1 6-(4-fluorophenyl)-5-((1-(thiophene-2-carbonyl)azetidin-3-yl)oxy)isoindolin-1-one